C(CCCCCCCCCCC)SC(=S)SC(C(=O)O)C 2-(dodecylthiocarbonothioylthio)-propionic acid